N-(amino(5-(2-hydroxypropan-2-yl)thiazol-2-yl)(oxo)-λ6-sulfaneylidene)-2-(2,6-diisopropyl-4-(6-methoxynaphthalen-2-yl)phenyl)acetamide NS(=NC(CC1=C(C=C(C=C1C(C)C)C1=CC2=CC=C(C=C2C=C1)OC)C(C)C)=O)(=O)C=1SC(=CN1)C(C)(C)O